ClC1=C2C=CC=NC2=CC(=C1Cl)[N+](=O)[O-] 5,6-dichloro-7-nitroquinoline